N-(1-(4-(dimethylamino)benzyl)-2-(7-hydroxy-1-methyl-1H-pyrrolo[2,3-c]pyridin-3-yl)-1H-benzo[d]imidazol-4-yl)ethanesulfonamide CN(C1=CC=C(CN2C(=NC3=C2C=CC=C3NS(=O)(=O)CC)C3=CN(C2=C(N=CC=C23)O)C)C=C1)C